2-(2-ethoxyisonicotinamido)benzo[d]thiazole-6-carboxylic acid C(C)OC=1C=C(C(=O)NC=2SC3=C(N2)C=CC(=C3)C(=O)O)C=CN1